N1=CC(=CC=C1)C1=CNC=2N=CC=3CN(CCC3C21)C(C)=O 1-(1-(pyridin-3-yl)-3,6,8,9-tetrahydro-7H-pyrrolo[2,3-c][2,7]naphthyridin-7-yl)ethan-1-one